1-[3-(4-chlorophenyl)-2-(6-cyano-3-pyridinyl)-5-(2-hydroxy-2-methyl-propoxy)pyrazolo[1,5-a]pyrimidin-7-yl]-4-methyl-piperidine-4-carboxamide ClC1=CC=C(C=C1)C=1C(=NN2C1N=C(C=C2N2CCC(CC2)(C(=O)N)C)OCC(C)(C)O)C=2C=NC(=CC2)C#N